N-{4-[(3-chloro-1H-pyrrolo[2,3-b]pyridin-4-yl)oxy]-3,5-difluorophenyl}-4,5-dihydro-1,3-oxazol-2-amine ClC1=CNC2=NC=CC(=C21)OC2=C(C=C(C=C2F)NC=2OCCN2)F